CN1N=CC(=C1C1=C2C(=NC(=C1)N1[C@@H](COCC1)C)C(=NS2)C2=CC=NN2)C (R)-4-(7-(1,4-dimethyl-1H-pyrazol-5-yl)-3-(1H-pyrazol-5-yl)isothiazolo[4,5-b]pyridin-5-yl)-3-methylmorpholine